FC1=CC=C(C=C1)C1=C(NC2=CC=CC=C12)C(=O)NC[C@@H](CC(CNC(OC(C)(C)C)=O)CO)NC(OC(C)(C)C)=O di-tert-butyl ((4R)-5-(3-(4-fluorophenyl)-1H-indole-2-carboxamido)-2-(hydroxymethyl)pentane-1,4-diyl)dicarbamate